(R)-10-ethyl-11-methoxy-2,3,4,4a,5,6-hexahydro-1H,14H-pyrazino[1',2':5,6][1,5]oxazocino[2,3-g]quinoline C(C)C=1C(=NC2=CC3=C(C=C2C1)OCC[C@H]1N(C3)CCNC1)OC